(R)-4'-(4-aminopiperidin-1-yl)-N-((5-fluoro-2-hydroxyphenyl)(1H-indol-2-yl)methyl)-5-(methylsulfanyl)-[1,1'-biphenyl]-3-carboxamide NC1CCN(CC1)C1=CC=C(C=C1)C1=CC(=CC(=C1)SC)C(=O)N[C@@H](C=1NC2=CC=CC=C2C1)C1=C(C=CC(=C1)F)O